C(C)(C)(C)C1=CC=C(C=C1)C(C(=O)NCC=1SC=C2C1CN(C2=O)C2C(NC(CC2)=O)=O)O 2-(4-(tert-butyl)phenyl)-N-((5-(2,6-dioxopiperidin-3-yl)-4-oxo-5,6-dihydro-4H-thieno[3,4-c]pyrrol-1-yl)methyl)-2-hydroxyacetamide